1,3-di(t-butylperoxy)isopropyl-benzene Methyl-4-((2-(4-hydroxyphenyl)imidazo[1,2-a]pyridin-3-yl)amino)benzoate COC(C1=CC=C(C=C1)NC1=C(N=C2N1C=CC=C2)C2=CC=C(C=C2)O)=O.C(C)(C)(C)OOC(C)(C)C2=CC(=CC=C2)OOC(C)(C)C